5-chloro-N-(4-(N-(cyclohexylcarbamoyl)sulfamoyl)phenethyl)-2-(methoxy-d3)benzamide Tert-butyl-(4-(4-(oxazol-2-ylcarbamoyl)pyridin-2-yl)phenyl)carbamate C(C)(C)(C)N(C(O)=O)C1=CC=C(C=C1)C1=NC=CC(=C1)C(NC=1OC=CN1)=O.ClC=1C=CC(=C(C(=O)NCCC2=CC=C(C=C2)S(NC(NC2CCCCC2)=O)(=O)=O)C1)OC([2H])([2H])[2H]